OCCCCCC[P+](CCCCCCCCCCCCCC)(CCCCCC)CCCCCC hydroxytrihexyl(tetradecyl)phosphonium